1-propenyl-2,3-dimethylimidazole C(=CC)N1C(N(C=C1)C)C